N[C@H](C(=O)O)CCSC (S)-2-amino-4-(methylthio)butanoic acid